(1R,4s)-4-(2-fluoro-5-(((3S,4R)-4-((4-fluoro-3-(pentafluoro-λ6-sulfaneyl)phenyl)carbamoyl)tetrahydrofuran-3-yl)carbamoyl)-4-methoxyphenoxy)-1-methylcyclohexane-1-carboxylic acid FC1=C(OC2CCC(CC2)(C(=O)O)C)C=C(C(=C1)OC)C(N[C@@H]1COC[C@@H]1C(NC1=CC(=C(C=C1)F)S(F)(F)(F)(F)F)=O)=O